1-((6r,7s)-7-amino-2-azaspiro[5.5]undecan-2-yl)-2-((2-(3,4-dimethoxyphenyl)-3-isopropyl-1H-indol-5-yl)oxy)ethan-1-one N[C@@H]1[C@@]2(CCCN(C2)C(COC=2C=C3C(=C(NC3=CC2)C2=CC(=C(C=C2)OC)OC)C(C)C)=O)CCCC1